CN1C(C=C(C2=CC=CC=C12)B1OC(C(O1)(C)C)(C)C)=O 1-Methyl-4-(4,4,5,5-tetramethyl-1,3,2-dioxaborolan-2-yl)quinolin-2(1H)-one